ClC1=CC=C(C=C1)C1=NN2C(CN(C(C2)(C)C)C(=O)OC(C)(C)C)=C1C1=CC=NC=C1 tert-butyl 2-(4-chlorophenyl)-6,6-dimethyl-3-(pyridin-4-yl)-6,7-dihydropyrazolo[1,5-a]pyrazine-5(4H)-carboxylate